C(C)(C)(C)OC(=O)NC1=CC(=C2CC(C(C2=C1)O)C(=O)OCC)F ethyl 6-(tert-butoxycarbonylamino)-4-fluoro-1-hydroxy-indane-2-carboxylate